3-fluoro-5-hydroxybenzaldehyde FC=1C=C(C=O)C=C(C1)O